C(#N)C1=CC=C(C(=N1)F)OC1C(N(C1)C(=O)OC(C)(C)C)C tert-butyl 3-[(6-cyano-2-fluoropyridin-3-yl)oxy]-2-methylazetidine-1-carboxylate